N=1N=C(N2C1CCCCC2)CNC=2OC=CN2 N-((6,7,8,9-tetrahydro-5H-[1,2,4]triazolo[4,3-a]azepin-3-yl)methyl)oxazol-2-amine